N-[4-(2-chloro-5-methoxypyridin-3-yl)-3-{[(dimethylamino)methylene]sulfamoyl}phenyl]-2-(2-chlorophenyl)acetamide ClC1=NC=C(C=C1C1=C(C=C(C=C1)NC(CC1=C(C=CC=C1)Cl)=O)S(N=CN(C)C)(=O)=O)OC